[Si].CCCCCCCCCCCCCCCC hexadecane silicon